(6aR,7R,10aS)-7,10a-dimethyl-4-(5-methylfuran-2-yl)-8-oxo-2-(quinolin-4-yl)-5,6,6a,7,8,10a-hexahydrobenzo[h]quinazoline-9-carbonitrile C[C@H]1C(C(=C[C@@]2([C@@H]1CCC=1C(=NC(=NC21)C2=CC=NC1=CC=CC=C21)C=2OC(=CC2)C)C)C#N)=O